Sodium (2S,5R)-7-oxo-2-(N-(4-phenylthiazole-2-carbonyl)carbamimidoyl)-1,6-diazabicyclo[3.2.1]octan-6-yl Sulfate S(=O)(=O)(ON1[C@@H]2CC[C@H](N(C1=O)C2)C(NC(=O)C=2SC=C(N2)C2=CC=CC=C2)=N)[O-].[Na+]